C1(CC1)[C@@H](C)OC1=CC=2N(C=C1C(=O)NC=1C=NN3C1N=CC(=C3)C)C=C(N2)C23COC(C2)(C3)C (R)-7-(1-Cyclopropylethoxy)-2-(1-methyl-2-oxabicyclo[2.1.1]hex-4-yl)-N-(6-methylpyrazolo[1,5-a]pyrimidin-3-yl)imidazo[1,2-a]pyridine-6-carboxamide